diisopropylethylenediamine aluminum [Al].C(C)(C)NCCNC(C)C